6-methoxy-1,2-dimethyl-3,4-dihydroisoquinolin-2-ium iodide [I-].COC=1C=C2CC[N+](=C(C2=CC1)C)C